O1C(=CC=C1)\C(\C=N\NC(NCC)=S)=N/NC(NCC)=S (2Z,2'E)-2,2'-(1-(furan-2-yl)ethane-1,2-diylidene)bis(N-ethylhydrazine-1-carbothioamide)